(S,E)-2-methyl-N-[2-(1-isopropyl-1H-indazol-3-yl)benzylidene]propane-2-sulfinamide CC(C)(C)[S@](=O)/N=C/C1=C(C=CC=C1)C1=NN(C2=CC=CC=C12)C(C)C